(2S)-N-[(4-carbamimidoylthiophen-2-yl)methyl]-1-[2-(4-phenoxybutanamido)acetyl]pyrrolidine-2-carboxamide C(N)(=N)C=1C=C(SC1)CNC(=O)[C@H]1N(CCC1)C(CNC(CCCOC1=CC=CC=C1)=O)=O